BrC=1C=C2C(N(C(=NC2=CC1)C(CCC)N1CCN(CCC1)C)CC(C)C)=O 6-bromo-3-isobutyl-2-(1-(4-methyl-1,4-diazepan-1-yl)butyl)quinazolin-4(3H)-one